CC1OC(CN(C1)C1=CC=C(C=C1)NC1=CC2=CN(C=C2C=C1)C)C N-(4-(2,6-dimethylmorpholino)phenyl)-2-methylisoindol-5-amine